COC(C1=CC(=C(C=C1)NC1=C(C=CC=C1)C(=O)OC)[N+](=O)[O-])=O 4-((2-(methoxycarbonyl)phenyl)amino)-3-nitrobenzoic acid methyl ester